6-[(3-Hydroxyphenyl)methylamino]-3-[2-hydroxy-4-(trifluoromethyl)phenyl]-4-methyl-1,2,4-triazin-5-on OC=1C=C(C=CC1)CNC=1C(N(C(=NN1)C1=C(C=C(C=C1)C(F)(F)F)O)C)=O